FC1=CC(=CC=2N(C(=NC21)C)C(C)C)C2=CNC1=NC=C(C=C12)C=1C=NC(=CC1)N1CCN(CC1)C 4-Fluoro-1-isopropyl-2-methyl-6-(5-(6-(4-methylpiperazin-1-yl)pyridin-3-yl)-1H-pyrrolo[2,3-b]pyridin-3-yl)-1H-benzo[d]imidazole